methyl 3-((5-((3-amino-6-phenylpyridin-2-yl)amino)-6-methylpyridin-2-yl)carbamoyl)cyclopentane-1-carboxylate NC=1C(=NC(=CC1)C1=CC=CC=C1)NC=1C=CC(=NC1C)NC(=O)C1CC(CC1)C(=O)OC